CC=1N=C(SC1C1=CC(=NC=C1)C(C(F)(F)F)(C)C)NC(=O)N1C=NC=C1 N-(4-methyl-5-(2-(1,1,1-trifluoro-2-methylpropan-2-yl)pyridin-4-yl)thiazol-2-yl)-1H-imidazole-1-carboxamide